FC1=C(C=C(C=C1)[C@@H](C)N)OCC(F)(F)F |r| (±)-1-(4-fluoro-3-(2,2,2-trifluoroethoxy)phenyl)ethan-1-amine